C(C)(C)C1=NC(=NO1)C1=CC=C(C=C1)[C@@H](C)NC1=NC=CN=C1 (R)-N-(1-(4-(5-isopropyl-1,2,4-oxadiazol-3-yl)phenyl)ethyl)pyrazin-2-amine